tert-butyl (R)-4-(5-cyano-4-(1-methyl-1H-pyrazol-4-yl)pyrimidin-2-yl)-2-methylpiperazine-1-carboxylate C(#N)C=1C(=NC(=NC1)N1C[C@H](N(CC1)C(=O)OC(C)(C)C)C)C=1C=NN(C1)C